COC1(CCN(CC1)C1=CC=C(C=C1)B1OC(C(O1)(C)C)(C)C)C 4-methoxy-4-methyl-1-(4-(4,4,5,5-tetramethyl-1,3,2-dioxaborolan-2-yl)phenyl)piperidine